3-methyl-1-(3,5,6-trimethylpyrazin-2-yl)-1H-pyrazole-5-nicotinate CC1=NN(C(=C1)C1=CC=NC=C1C(=O)[O-])C1=NC(=C(N=C1C)C)C